C(C)(C)(C)OC(C(C(N)N)=C=O)=O (S)-3-amino-2-carbonyl-aminopropionic acid tert-butyl ester